C(#N)N1[C@H]2[C@@H](C[C@@H]1CC2)NC(=O)[C@H]2CN(CC2)C2=NC(=CC=C2)C(F)(F)F (3R)-N-((1R,2R,4S)-7-cyano-7-azabicyclo[2.2.1]heptan-2-yl)-1-(6-(trifluoromethyl)-2-pyridinyl)-3-pyrrolidinecarboxamide